3-fluoro-4-hydroxy-5-((phenoxyimino)methyl)-N-(4-(pyrrolidin-1-yl)phenyl)benzamide FC=1C=C(C(=O)NC2=CC=C(C=C2)N2CCCC2)C=C(C1O)C=NOC1=CC=CC=C1